N1N=NC=2CN(CCC21)C(CC2=NN=C(O2)C=2C=NC(=NC2)NC2CC1=CC=C(C=C1C2)C#N)=O 2-((5-(5-(2-(6,7-dihydro-1H-[1,2,3]triazolo[4,5-c]pyridin-5(4H)-yl)-2-oxoethyl)-1,3,4-oxadiazol-2-yl)pyrimidin-2-yl)amino)-2,3-dihydro-1H-indene-5-carbonitrile